NC1=NC=CC(=C1)C=1C=C2C(=NNC2=C(C1)C)N 5-(2-Aminopyridin-4-yl)-7-methyl-1H-indazol-3-amine